The molecule is an L-lysine derivative that is the amide obtained by formal condensation of the carboxy group of L-lysine with the amino group of 2-naphthylamine. It has a role as a chromogenic compound. It is a N-(2-naphthyl)carboxamide, an amino acid amide and a L-lysine derivative. C1=CC=C2C=C(C=CC2=C1)NC(=O)[C@H](CCCCN)N